FC1=C(C(=CC(=C1)[N+](=O)[O-])[N+](=O)[O-])C(CN(C)C)NC 1-(2-fluoro-4,6-dinitrophenyl)-N1,N2,N2-trimethylethane-1,2-diamine